CCCCCCCCC(CCCCCCCC)OC(CCCCCCCN(CCCCCCC(C(=O)OCCCC)C(=O)OCCCC)CCCNC1=C(C(C1=O)=O)NC)=O 1,3-dibutyl 2-(6-{[8-(heptadecan-9-yloxy)-8-oxooctyl](3-{[2-(methylamino)-3,4-dioxocyclobut-1-en-1-yl]amino}propyl)amino}hexyl)propanedioate